(Z)-2-(5-methoxy-1H-indol-3-yl)-3-(4-chloropyridin-3-yl)acrylonitrile COC=1C=C2C(=CNC2=CC1)/C(/C#N)=C/C=1C=NC=CC1Cl